2-(5-chloro-2-(isobutyryloxy)benzylideneamino)-3-meth-ylbutanoic acid ClC=1C=CC(=C(C=NC(C(=O)O)C(C)C)C1)OC(C(C)C)=O